C1CCC2C1=CC=C1C3CC4NCOC4CC3CCC21 tetradecahydro-1H-cyclopenta[7,8]phenanthro[3,2-d]oxazole